tert-butyl 4-((8-(benzyl(tert-butoxycarbonyl)amino)-3-(trifluoromethyl)imidazo[1,2-b]pyridazin-6-yl)thio)piperidine-1-carboxylate C(C1=CC=CC=C1)N(C=1C=2N(N=C(C1)SC1CCN(CC1)C(=O)OC(C)(C)C)C(=CN2)C(F)(F)F)C(=O)OC(C)(C)C